1-((2r,4s)-4-(4-amino-3-((4,6-difluoro-1,2-dimethyl-1H-benzo[d]imidazol-5-yl)ethynyl)-1H-pyrazolo[4,3-c]pyridin-1-yl)-2-(methoxymethyl)pyrrolidin-1-yl)prop-2-en-1-one NC1=NC=CC2=C1C(=NN2[C@H]2C[C@@H](N(C2)C(C=C)=O)COC)C#CC2=C(C1=C(N(C(=N1)C)C)C=C2F)F